N-[1-(4-{3-[(1r,3R,5S,7r)-3,5-dimethyladamantane-1-yl]ureido}benzoyl)piperidin-4-yl]-2-methylbutanamide C[C@]12CC3(CC(C[C@@](C1)(C3)C)C2)NC(NC2=CC=C(C(=O)N3CCC(CC3)NC(C(CC)C)=O)C=C2)=O